9,9',9'',9'''-(4-(4,6-diphenylpyrimidin-2-yl)-6-(6-methylpyridin-2-yl)benzene-1,2,3,5-tetrayl)tetrakis(9H-pyrido[3,4-b]indole) C1(=CC=CC=C1)C1=NC(=NC(=C1)C1=CC=CC=C1)C1=C(C(=C(C(=C1N1C2=C(C3=CC=CC=C13)C=CN=C2)C2=NC(=CC=C2)C)N2C1=C(C3=CC=CC=C23)C=CN=C1)N1C2=C(C3=CC=CC=C13)C=CN=C2)N2C1=C(C3=CC=CC=C23)C=CN=C1